dibutyl(oct-7-en-1-yl)aluminum C(CCC)[Al](CCCCCCC=C)CCCC